O.S(=O)(=O)([O-])N.[Co+2].S(=O)(=O)([O-])N cobalt(II) amidosulfate hydrate